(1S,2R,3S,5R)-3-((E)-3-(2-amino-3-bromoquinolin-7-yl)allyl)-5-(4-amino-5,6-Dihydro-7H-pyrrolo[2,3-d]pyrimidin-7-yl)cyclopentane-1,2-diol NC1=NC2=CC(=CC=C2C=C1Br)/C=C/C[C@@H]1[C@H]([C@H]([C@@H](C1)N1CCC2=C1N=CN=C2N)O)O